1-((2S)-3-cyano-2-((tetrahydro-2H-pyran-2-yl)oxy)propyl)-1H-pyrrole-2-carboxylic acid C(#N)C[C@@H](CN1C(=CC=C1)C(=O)O)OC1OCCCC1